N-[3-chloro-2-fluoro-4-(trifluoromethoxy)phenyl]-6-[(1S,4S)-2,5-diazabicyclo[2.2.1]heptan-2-yl]pyrido[3,2-d]pyrimidin-4-amine ClC=1C(=C(C=CC1OC(F)(F)F)NC=1C2=C(N=CN1)C=CC(=N2)N2[C@@H]1CN[C@H](C2)C1)F